(2S)-4-[2-phenoxyethyl-[4-(5,6,7,8-tetrahydro-1,8-naphthyridin-2-yl)butyl]amino]-2-(pyrrolidine-1-carbonylamino)butanoic acid O(C1=CC=CC=C1)CCN(CC[C@@H](C(=O)O)NC(=O)N1CCCC1)CCCCC1=NC=2NCCCC2C=C1